C1(CC1)C(CN)C 2-cyclopropylpropan-1-amine